6-(5-azaspiro[2.3]hexan-5-ylmethyl)-2-(3-((1r,3r)-3-methoxy-1-(4-methyl-4H-1,2,4-triazol-3-yl)cyclobutyl)phenyl)-4-(trifluoromethyl)isoindolin-1-one C1CC12CN(C2)CC2=CC(=C1CN(C(C1=C2)=O)C2=CC(=CC=C2)C2(CC(C2)OC)C2=NN=CN2C)C(F)(F)F